3-(2-imidazolin-2-yl)-2-imidazolidinethione N1C(=NCC1)N1C(NCC1)=S